bis[2-(1-hydroxy-1-methylethyl) phenyl] sulfide OC(C)(C)C1=C(C=CC=C1)SC1=C(C=CC=C1)C(C)(C)O